C[C@@H]1NC2=CC=C3C(=C2CC1)N=C(N3CCNCC=3C=NN(C3)C)CCN3N=CC=C3 (7S)-7-Methyl-3-(2-{[(1-methyl-1H-pyrazol-4-yl)methyl]amino}ethyl)-2-[2-(1H-pyrazol-1-yl)ethyl]-3H,6H,7H,8H,9H-imidazo[4,5-f]chinolin